O1CC(=CC=C1)C(=O)[O-] 2H-pyran-3-carboxylate